ClC1=C(C=C(C(=C1)I)Cl)I 1,4-dichloro-2,5-diiodobenzene